benzoic acid 2-ethyl-hexyl ester C(C)C(COC(C1=CC=CC=C1)=O)CCCC